diethyleneglycol dimethacrylate C(C(=C)C)(=O)OCCOCCOC(C(=C)C)=O